(3S,10R,13S)-17-(4-nitro-1H-imidazol-1-yl)-10,13-dimethyl-2,3,4,7,8,9,10,11,12,13,14,15-dodecahydro-1H-cyclopenta[a]phenanthren-3-ol [N+](=O)([O-])C=1N=CN(C1)C1=CCC2C3CC=C4C[C@H](CC[C@@]4(C3CC[C@]12C)C)O